tert-Butyl 5-(tetrahydrofuran-3-ylamino)pyridine-3-carboxylate O1CC(CC1)NC=1C=C(C=NC1)C(=O)OC(C)(C)C